C1(CC1)N1N=CC2=CC=C(C(=C12)OC)NC(OC(C)(C)C)=O Tert-butyl (1-cyclopropyl-7-methoxy-1H-indazol-6-yl)carbamate